(R)-1-(4-(8-((4-((7-fluoro-1-methyl-1H-benzo[d][1,2,3]triazol-5-yl)oxy)-2-methoxy-5-methylphenyl)amino)pyrimido[5,4-d]pyrimidin-2-yl)-2-methylpiperazin-1-yl)prop-2-en-1-one FC1=CC(=CC2=C1N(N=N2)C)OC2=CC(=C(C=C2C)NC2=NC=NC1=C2N=C(N=C1)N1C[C@H](N(CC1)C(C=C)=O)C)OC